4-(2-amino-6-cyclopropylpyridin-4-yl)-3-(1-methylimidazol-2-yl)benzamide NC1=NC(=CC(=C1)C1=C(C=C(C(=O)N)C=C1)C=1N(C=CN1)C)C1CC1